C(C)OC(C(C(=O)C1=CC=C(C=C1)F)C1=NN(C(C=C1)=O)C1=C(C=CC=C1)C)=O 3-(4-fluorophenyl)-2-[1-(2-methylphenyl)-6-oxo-1,6-dihydropyridazin-3-yl]-3-oxopropanoic acid ethyl ester